ClC1=CC(=C(C=C1)C1=C(N(N=N1)CC)CN1N=CC(=CC1=O)N1CC(C1)OC(C)C)F 2-[[5-(4-chloro-2-fluoro-phenyl)-3-ethyl-triazol-4-yl]methyl]-5-(3-isopropoxyazetidin-1-yl)pyridazin-3-one